C1CCC12CC(CC(C2)=O)=O spiro[3.5]nonane-6,8-dione